FC([C@@H](OC=1N=CC2=C(N1)N=NN2)C)(F)F (1S)-2,2,2-trifluoro-1-methyl-ethoxyltriazolo[4,5-d]pyrimidine